C1(=CC=CC=C1)S(=O)(=O)NC(=O)C1=NC=CC=C1 N-(phenylsulfonyl)-2-pyridineformamide